CC(C(=O)C=1C=CC(=NC1)NC(OC(C)(C)C)=O)(C)C1=NC=CC=C1 Tert-butyl (5-(2-methyl-2-(pyridin-2-yl)propionyl)pyridin-2-yl)carbamate